(2-(2,3-difluoropropoxy)pyridin-4-yl)methylamine dihydrochloride Cl.Cl.FC(COC1=NC=CC(=C1)CN)CF